tert-butyl ((1-(3-(benzyloxy)-5-bromopyrazin-2-yl)-4-methylpiperidin-4-yl)methyl)carbamate C(C1=CC=CC=C1)OC=1C(=NC=C(N1)Br)N1CCC(CC1)(C)CNC(OC(C)(C)C)=O